ClC1=C(C(=CC=C1)Cl)C1(CN(C1)C1=CC=C(CN2CCC(CC2)C(=O)O)C=C1)F 1-(4-(3-(2,6-dichlorophenyl)-3-fluoroazetidin-1-yl)benzyl)piperidine-4-carboxylic acid